3-amino-1-carboxymethyl-pyridin-2-one NC=1C(N(C=CC1)CC(=O)O)=O